BrC=1C=C(C(=NC1)NC1CC(C1)(O)C)[N+](=O)[O-] (cis)-3-[(5-bromo-3-nitropyridin-2-yl)amino]-1-methylcyclobutan-1-ol